(S)-N-(3-(1H-indol-3-yl)-1-((4-(4-methoxyphenyl)thiazol-2-yl)amino)-1-oxopropan-2-yl)-4-methylbenzamide N1C=C(C2=CC=CC=C12)C[C@@H](C(=O)NC=1SC=C(N1)C1=CC=C(C=C1)OC)NC(C1=CC=C(C=C1)C)=O